C(=C)(C)C=1C(C(C(=O)N=C=O)C=CC1)(C)C isopropenyl-2,2-dimethyl-benzoyl isocyanate